(E)-4-Fluoro-N-((3-fluoro-8-(4-(trifluoromethyl)phenyl)imidazo[1,2-a]pyrazin-6-yl)methyl)but-2-enamide FC/C=C/C(=O)NCC=1N=C(C=2N(C1)C(=CN2)F)C2=CC=C(C=C2)C(F)(F)F